N-(4-methoxy-2-methyl-phenyl)methanesulfonamide COC1=CC(=C(C=C1)NS(=O)(=O)C)C